ClC1=C(OC2=C(C=C(C=C2)[N+](=O)[O-])C2=CN(C3=C(N=CC=C32)OC)C)C=CC(=C1)F 3-(2-(2-chloro-4-fluorophenoxy)-5-nitrophenyl)-7-methoxy-1-methyl-1H-pyrrolo[2,3-C]pyridine